N-(3-acetyl-1-(2-((2-(3-chloro-2-fluorophenylmethylamino)-2-oxoethyl)(cyclopropyl)amino)-2-oxoethyl)-1H-indol-5-yl)-3,3-dimethylbutanamide C(C)(=O)C1=CN(C2=CC=C(C=C12)NC(CC(C)(C)C)=O)CC(=O)N(C1CC1)CC(=O)NCC1=C(C(=CC=C1)Cl)F